(2R,3R,3aS,6S,6aR)-6-((2-amino-3-fluoroquinolin-7-yl)methyl)-2-(2,4-dimethyl-7H-pyrrolo[2,3-d]pyrimidin-7-yl)hexahydro-3aH-cyclopenta[b]furan-3,3a-diol NC1=NC2=CC(=CC=C2C=C1F)C[C@@H]1CC[C@]2([C@@H]1O[C@H]([C@@H]2O)N2C=CC1=C2N=C(N=C1C)C)O